N1CCC=2C1=NC=CC2C2CN(CC2)C(=O)OC(C)(C)C tert-butyl 3-(2,3-dihydro-1H-pyrrolo[2,3-b]pyridin-4-yl)pyrrolidine-1-carboxylate